[Ru].C(=O)(O)C1=C(C(=NC=C1)C1=NC=CC=C1)C(=O)O dicarboxyl-bipyridine ruthenium